C[C@@H]1[C@H](C[C@@]1(OC=1C=2N(C=C(N1)C=1C=NN(C1)C)N=CC2)C)N(C(C=C)=O)C N-((1S,2R,3S)-2,3-dimethyl-3-((6-(1-methyl-1H-pyrazol-4-yl)pyrazolo[1,5-a]pyrazin-4-yl)oxy)cyclobutyl)-N-methylacrylamide